sulfamic acid, sulfate salt S(=O)(=O)(O)O.S(N)(O)(=O)=O